2-(Endo-3-amino-8-azabicyclo[3.2.1]oct-8-yl)-5-(5-chloroquinoxalin-6-yl)-3-methyl-3,7-dihydro-4H-pyrrolo[2,3-d]pyrimidin-4-one NC1CC2CCC(C1)N2C=2N(C(C1=C(N2)NC=C1C=1C(=C2N=CC=NC2=CC1)Cl)=O)C